1-(4,4-difluorocyclohexyl)-N-((1S,3S)-3-(3,3-difluoropyrrolidin-1-yl)cyclobutyl)-3-methyl-1H-thieno[2,3-c]pyrazole-5-carboxamide FC1(CCC(CC1)N1N=C(C2=C1SC(=C2)C(=O)NC2CC(C2)N2CC(CC2)(F)F)C)F